C(C1=CC=CC=C1)NCC1=NN(C=C1)C(C)C N-benzyl-1-(1-isopropyl-1H-pyrazol-3-yl)methanamin